(4-hydroxyphenyl)-propionic acid OC1=CC=C(C=C1)C(C(=O)O)C